tert-butyl 4-(((methylsulfonyl)oxy)methyl)-4-(1-tosyl-1H-pyrrole-2-carbonyl)piperidine-1-carboxylate CS(=O)(=O)OCC1(CCN(CC1)C(=O)OC(C)(C)C)C(=O)C=1N(C=CC1)S(=O)(=O)C1=CC=C(C)C=C1